ClC1=NC=C(C=C1)CC 2-Chloro-5-ethylpyridine